FC1=CC(=C(C=C1F)NC(C1=C(C=C(C(=C1)F)N1N=C2COCCN2C1=O)O[C@H](C(F)(F)F)C)=O)C N-(4,5-difluoro-2-methylphenyl)-5-fluoro-4-(3-oxo-5,6-dihydro-3H-[1,2,4]triazolo[3,4-c][1,4]oxazin-2(8H)-yl)-2-{[(2S)-1,1,1-trifluoropropan-2-yl]oxy}benzamide